NC1=NC=C2N(C(N(C2=N1)[C@@H]1O[C@@H](C[C@H]1O)CO)=O)CC1=CC=C(C=C1)F 2-amino-7-(4-fluorobenzyl)-9-((2R,3R,5S)-3-hydroxy-5-(hydroxymethyl)tetrahydrofuran-2-yl)-7,9-dihydro-8H-purin-8-one